trans-2-((3-(3-hydroxy-2,2,4,4-tetramethylcyclobutoxy)-1-(methyl-d3)-1H-pyrazol-4-yl)amino)-7-((S)-1-methoxypropan-2-yl)-7H-pyrrolo[2,3-d]pyrimidine-6-carbonitrile O[C@@H]1C([C@H](C1(C)C)OC1=NN(C=C1NC=1N=CC2=C(N1)N(C(=C2)C#N)[C@H](COC)C)C([2H])([2H])[2H])(C)C